C1(=CC=CC=C1)C1=NC(=NC(=N1)C1=CC=CC=C1)C1=C(C=C(C=C1)OCCCCCCCC)O 2-(4,6-diphenyl-1,3,5-triazin-2-yl)-5-(octyloxy)phenol